C(C)(C)[C@H]1NCSC1 (R)-4-isopropylthiazolidine